8-amino-1-methyl-1-azaspiro[4.5]decan-2-one NC1CCC2(CCC(N2C)=O)CC1